C12(OCCC(C1)C2)C(=O)O 2-oxabicyclo[3.1.1]heptane-1-carboxylic acid